CC=1C=C(C=CC1)C1=CC=C2C(=CCOC2=C1)CN [7-(3-methylphenyl)-2H-chromen-4-yl]methylamine